C(C)N(C([O-])=S)CC.[Zn+2].C(C)N(C([O-])=S)CC zinc Diethylthiocarbamate